CSC1=CC=C(C=O)C=C1 4-(methylthio)-benzaldehyde